3-(3-(N-(((1R,2R,3S,4R)-4-(4-chloro-7H-pyrrolo[2,3-d]pyrimidin-7-yl)-2,3-dihydroxycyclopentyl)methyl)-2-(5-oxopyrrolidin-3-yl)acetamido)prop-1-yn-1-yl)benzamide ClC=1C2=C(N=CN1)N(C=C2)[C@H]2[C@@H]([C@@H]([C@H](C2)CN(C(CC2CNC(C2)=O)=O)CC#CC=2C=C(C(=O)N)C=CC2)O)O